ClC=1C=C(C(=O)NC)C=C(N1)C 2-chloro-N,6-Dimethylisonicotinamide